4-(4-amino-6-(4-methacrylamido-phenyl)-7-methyl-7H-pyrrolo[2,3-d]pyrimidin-5-yl)-N-(2-hydroxycyclopentyl)benzamide NC=1C2=C(N=CN1)N(C(=C2C2=CC=C(C(=O)NC1C(CCC1)O)C=C2)C2=CC=C(C=C2)NC(C(=C)C)=O)C